C(C)(C)(C)[S@@](=O)NC1C2=C(N=CS2)CC12CCN(CC2)C(=O)OC(C)(C)C tert-butyl 6-(((R)-tert-butylsulfinyl) amino)-4,6-dihydrospiro[cyclopenta[d]thiazole-5,4'-piperidine]-1'-carboxylate